ClC1=CC=C(C=C1)[C@@]1(N(C(C2=CC(=CC=C12)C(C)(C)O)=O)CC1=CC=C(C=C1)C#C)OCC1(CC1)CO (3R)-3-(4-chlorophenyl)-2-[(4-ethynylphenyl)methyl]3-{[1-(hydroxymethyl)cyclopropyl]methoxy}-6-(2-hydroxypropan-2-yl)-2,3-dihydro-1H-isoindol-1-one